(R)-2-((1-(6-chloro-3-methyl-2-(1-methyl-1H-pyrazol-4-yl)-4-oxo-3,4-dihydroquinazolin-8-yl)ethyl)amino)-5-fluorobenzoic acid ClC=1C=C2C(N(C(=NC2=C(C1)[C@@H](C)NC1=C(C(=O)O)C=C(C=C1)F)C=1C=NN(C1)C)C)=O